(E)-N-(4-methoxy-5-((4-(1-methyl-1H-indol-3-yl)pyrimidin-2-yl)amino)-2-morpholinophenyl)-4-morpholinobut-2-enamide COC1=CC(=C(C=C1NC1=NC=CC(=N1)C1=CN(C2=CC=CC=C12)C)NC(\C=C\CN1CCOCC1)=O)N1CCOCC1